NC1=CC(=C(C(=C1)CN(CC)CC)O)Cl 4-Amino-2-chloro-6-((diethylamino)methyl)phenol